OCC(CC)(CO)CO 1,1,1-tris(hydroxymethyl)propane